C(C)N(C=1C(=C(C(=O)O)C=C(C1)C1=CC2=C(N(C(N2C)=O)C2CCOCC2)C=C1)C)C1CCOCC1 3-(Ethyl-(tetrahydro-2H-pyran-4-yl)amino)-2-methyl-5-(3-methyl-2-oxo-1-(tetrahydro-2H-pyran-4-yl)-2,3-dihydro-1H-benzo[d]imidazol-5-yl)benzoic acid